C(#N)C1=C(OC=2C=C3C(N(C=NC3=CC2)CCC2CN(CCC2)C(=O)OC(C)(C)C)=O)C(=CC=C1NS(=O)(=O)C1CCCC1)F tert-butyl 3-[2-[6-[2-cyano-3-(cyclopentylsulfonylamino)-6-fluoro-phenoxy]-4-oxo-quinazolin-3-yl]ethyl]piperidine-1-carboxylate